C(C)(C)(C)OC(=O)N1[C@@H](C[C@H](C1)NC(=O)C=1OC(=NN1)C1=C(C=CC(=C1)C#N)C1CC1)CN1N=CC=C1 (2S,4R)-2-((1H-pyrazol-1-yl)methyl)-4-(5-(5-cyano-2-cyclopropylphenyl)-1,3,4-oxadiazole-2-carboxamido)pyrrolidine-1-carboxylic acid tert-butyl ester